OC1=CC=C(C=C1)S(=O)(=O)C1=CC=C(C=C1)O 4-(4-Hydroxyphenyl)sulfonylphenol